4-((5-(3-chlorophenyl)-4-morpholino-7H-pyrrolo[2,3-d]pyrimidin-2-yl)amino)benzenesulfonamide ClC=1C=C(C=CC1)C1=CNC=2N=C(N=C(C21)N2CCOCC2)NC2=CC=C(C=C2)S(=O)(=O)N